O.O.O.O.S(=O)(=O)([O-])[O-].[Mn+2] manganous sulphate tetrahydrate